C(C)OC1=C(C=C(C=N1)CC(=O)N1C(CC(C1)F)C(=O)NC(C1=CC=CC=C1)C1=NC(=C(C=C1)C(C)C)F)C 1-[2-(6-ethoxy-5-methylpyridin-3-yl)acetyl]-4-fluoro-N-{[6-fluoro-5-(propan-2-yl)pyridin-2-yl](phenyl)methyl}pyrrolidine-2-carboxamide